2,6-dimethyl-1,4-phenylene sulfide CC1=C2C(=CC(=C1)S2)C